(1R,2R)-2-hydroxy-2-methylcyclopentane-1-carbaldehyde O[C@]1([C@@H](CCC1)C=O)C